N=1C=NN2C1C=C(C=C2)OC2=C(C=C(C=C2)NC=2C1=C(N=CN2)SC(=C1)C=1C=CC(=C(C1)NC(C=C)=O)N1CC2CCC(C1)N2C2CC2)C N-(5-(4-((4-([1,2,4]triazolo[1,5-a]pyridin-7-yloxy)-3-methylphenyl)amino)thieno[2,3-d]pyrimidin-6-yl)-2-(8-cyclopropyl-3,8-diazabicyclo[3.2.1]octan-3-yl)phenyl)acrylamide